4-(5-chloro-2-methoxyphenyl)-N-(6-cyclopropylthiazolo[4,5-b]pyrazin-2-yl)-6-((5-methyl-1,3,4-oxadiazol-2-yl)methyl)nicotinamide ClC=1C=CC(=C(C1)C1=CC(=NC=C1C(=O)NC=1SC=2C(=NC=C(N2)C2CC2)N1)CC=1OC(=NN1)C)OC